(3R)-7-((S)-4-acryloyl-2-methylpiperazin-1-yl)-9-chloro-3-((4-(2,2-difluoroethyl)piperazin-1-yl)methyl)-10-(2,4-difluorophenyl)-2H-[1,4]thiazino[2,3,4-ij]-quinazolin-5(3H)-one C(C=C)(=O)N1C[C@@H](N(CC1)C1=NC(N2C3=C(C(=C(C=C13)Cl)C1=C(C=C(C=C1)F)F)SC[C@H]2CN2CCN(CC2)CC(F)F)=O)C